4-(3-Chloroanilino)-2'-[(2R)-3-{[(8E)-8-(fluoromethylene)-5,6,7,8-tetrahydroquinolin-4-yl]oxy}-2-methylpropyl]-2',3'-dihydrospiro[cyclohexane-1,1'-indene]-4-carboxylic acid ClC=1C=C(NC2(CCC3(C(CC4=CC=CC=C34)C[C@H](COC3=CC=NC=4/C(/CCCC34)=C/F)C)CC2)C(=O)O)C=CC1